2-(2-{[2-(1H-1,3-benzodiazol-2-yl)ethyl]amino}ethyl)-N-[(3-fluoropyridin-2-yl)methyl]-5-methoxy-[1,3]thiazolo[5,4-d]pyrimidin-7-amine N1C(=NC2=C1C=CC=C2)CCNCCC=2SC=1N=C(N=C(C1N2)NCC2=NC=CC=C2F)OC